methyl (1r,4r)-4-((5-methyl-4-(6-(pyrimidin-5-ylamino)imidazo[1,2-a]pyridin-3-yl)pyrimidin-2-yl)amino)cyclohexane-1-carboxylate CC=1C(=NC(=NC1)NC1CCC(CC1)C(=O)OC)C1=CN=C2N1C=C(C=C2)NC=2C=NC=NC2